(S)-N-(7-(1-((1-propenylpyrrolidin-2-yl)methyl)-4-amino-1H-pyrazolo[3,4-d]pyrimidin-3-yl)benzo[d][1,3]dioxol-4-yl)-4-dimethylaminobenzamide C(=CC)N1[C@@H](CCC1)CN1N=C(C=2C1=NC=NC2N)C2=CC=C(C1=C2OCO1)NC(C1=CC=C(C=C1)N(C)C)=O